Cl.C(C)C1(NCCC1)CCO 2-(2-Ethylpyrrolidin-2-yl)ethane-1-ol hydrochloride